CC1=C(C=CC(=C1)C)C1CN(CCO1)C(=O)[C@H]1N(CCC1)C([C@H](C(C)(C)C)NC(=O)C1=CC2=C(S1)C=CC(=C2)C(F)(F)P(O)(O)=O)=O ((2-(((2S)-1-((2S)-2-(2-(2,4-dimethylphenyl)morpholine-4-carbonyl)pyrrolidin-1-yl)-3,3-dimethyl-1-oxobutan-2-yl)carbamoyl)benzo[b]thiophen-5-yl)difluoromethyl)phosphonic acid